[(4-methoxyphenyl)methyl]-N-methyl-3-(1-methylimidazol-4-yl)-4-[[6-(trifluoromethyl)pyridazin-3-yl]amino]benzenesulfonamide COC1=CC=C(C=C1)CC1=C(C=CC(=C1C=1N=CN(C1)C)NC=1N=NC(=CC1)C(F)(F)F)S(=O)(=O)NC